BrC1=C(C(=C(C#N)C(=C1)NC1CC1)F)Cl 4-bromo-3-chloro-6-(cyclopropylamino)-2-fluorobenzonitrile